N,N'-bis(2-hydroxyethyl)-N,N'-bis-(4-aminophenyl)-1,3-diamino-propan-2-ol OCCN(CC(CN(C1=CC=C(C=C1)N)CCO)O)C1=CC=C(C=C1)N